4-acetamino-3-nitrobenzaldehyde N(C(=O)C)C1=C(C=C(C=O)C=C1)[N+](=O)[O-]